CC1(CN(CCO1)C=1C=C2C(=CC(=NC2=CC1)C)NC1=CC=C(C=C1)C1=NC2=C(N1)C=CC(=C2)NC2=CC(=NC=C2)C)C 6-(2,2-dimethylmorpholinyl)-2-methyl-N-(4-(5-((2-methylpyridin-4-yl)amino)-1H-benzo[d]imidazol-2-yl)phenyl)quinolin-4-amine